NC1=CC=C(C=C1)C(=O)N1CCOCC1 (4-aminophenyl)(morpholino)methanone